C(C)(C)(C)C1=CC=C(C(=N1)OC1=C(C=C(C=C1C)C)C)C(=O)NS(=O)(=O)C1=CC(=CC=C1)N(C)C 6-tert-Butyl-N-[3-(dimethylamino)phenyl]sulfonyl-2-(2,4,6-trimethylphenoxy)pyridin-3-carboxamid